C(=C)OC(=O)SCCC[Si](O[Si](C)(C)C)(O[Si](C)(C)C)O[Si](C)(C)C 3-(vinyloxycarbonylthio)propyl-tris(trimethyl-siloxy)silane